tert-Butyl (2S)-2-(1,1-difluoroethyl)-2,3-dihydropyrido[2,3-f][1,4]oxazepine-4(5H)-carboxylate FC(C)(F)[C@H]1OC2=C(CN(C1)C(=O)OC(C)(C)C)N=CC=C2